O=C1N(CC2=C3C(=CC=C12)C1(CCN(CC1)CC1=CC(=CC=C1)C1COCC1)CO3)[C@@H]3C(NC(CC3)=O)=O (3S)-3-(6-oxo-1'-(3-(tetrahydrofuran-3-yl)benzyl)-6,8-dihydro-2H,7H-spiro[furo[2,3-e]isoindole-3,4'-piperidin]-7-yl)piperidine-2,6-dione